N-((1s,3s)-3-(6-((4-(4-((2-(2,6-dioxopiperidin-3-yl)-1,3-dioxoisoindolin-4-yl)glycyl)piperazin-1-yl)benzyl)amino)-9H-purin-9-yl)cyclobutyl)-6-methylpicolinamide O=C1NC(CC[C@@H]1N1C(C2=CC=CC(=C2C1=O)NCC(=O)N1CCN(CC1)C1=CC=C(CNC2=C3N=CN(C3=NC=N2)C2CC(C2)NC(C2=NC(=CC=C2)C)=O)C=C1)=O)=O